tert-butyl (S)-4-(2-((((9H-fluoren-9-yl) methoxy) carbonyl) amino)-2-phenylacetylamino)-2-fluorobenzoate C1=CC=CC=2C3=CC=CC=C3C(C12)COC(=O)N[C@H](C(=O)NC1=CC(=C(C(=O)OC(C)(C)C)C=C1)F)C1=CC=CC=C1